(S)-4-(3-hydroxyazetidine-1-carbonyl)-N-(3-(1-((4-methyl-4H-1,2,4-triazol-3-yl)thio)ethyl)phenyl)picolinamide OC1CN(C1)C(=O)C1=CC(=NC=C1)C(=O)NC1=CC(=CC=C1)[C@H](C)SC1=NN=CN1C